ClC1=C(C=CC(=C1)Cl)NS(=O)(=O)C1=CC=C(C=C1)C1=CC2=CC=CC=C2C=C1 N-(2,4-dichlorophenyl)-4-(naphthalene-2-yl)benzenesulfonamide